4-phenyloxazolin-2-one-5,5-d2 C1(=CC=CC=C1)C1=NC(OC1([2H])[2H])=O